2-(1-(pyrrolidin-3-yl)-7',8'-dihydro-5'H-spiro[piperidine-3,6'-pyrazino[2,3-c]pyridazin]-3'-yl)phenol N1CC(CC1)N1CC2(NC3=C(N=NC(=C3)C3=C(C=CC=C3)O)NC2)CCC1